FC=1C=C(C=CC1F)N(C(=O)C1N(NC(C1)=O)C1=NC(=CC(=C1)C(F)(F)F)C)CCN(C)C N-(3,4-difluorophenyl)-N-(2-(dimethylamino)ethyl)-2-(6-methyl-4-(trifluoromethyl)pyridin-2-yl)-5-oxopyrazolidine-3-carboxamide